(terphenylyl)[(phenyl)(dimethylfluorenyl)triazinyl]dibenzoselenophene sodium [Na].C1(=C(C=CC=C1)C1=C(C2=C([Se]C3=C2C=CC=C3)C=C1)C1=NN=NC(=C1C1=C(C(=CC=3C2=CC=CC=C2CC13)C)C)C1=CC=CC=C1)C=1C(=CC=CC1)C1=CC=CC=C1